BrC=1C2=C(N3C1C(OCC3)=O)C=CC=N2 10-bromo-6,7-dihydro-9H-pyrido[2',3':4,5]pyrrolo[2,1-c][1,4]oxazin-9-one